3-butyl-nonanoyl chloride C(CCC)C(CC(=O)Cl)CCCCCC